4-(4-(4-methoxyphenyl)piperazine-1-yl)-quinoline-3-amine COC1=CC=C(C=C1)N1CCN(CC1)C1=C(C=NC2=CC=CC=C12)N